C1=CC=C(C=2OC3=C(C21)C=CC=C3)C3=C(C(=C(C(=N3)N3C2=CC=C(C=C2C=2C=C(C=CC32)C(C)(C)C)C(C)(C)C)N3C2=CC=C(C=C2C=2C=C(C=CC32)C(C)(C)C)C(C)(C)C)C3=C(C=CC=C3)C3=CC=NC=C3)N3C2=CC=C(C=C2C=2C=C(C=CC32)C(C)(C)C)C(C)(C)C 9,9',9''-(6-(dibenzo[b,d]furan-4-yl)-4-(2-(pyridin-4-yl)phenyl)pyridine-2,3,5-triyl)tris(3,6-di-tert-butyl-9H-carbazole)